CC1=C(CNC2=NC(=CC(=N2)Cl)Cl)C=CC=C1C1=CC=CC=C1 2-(2-methyl-3-phenylbenzylamino)-4,6-dichloropyrimidine